COC(=O)C1(CC1)OC1=C(C=C(C(=C1)N1C(N(C(=CC1=O)C(F)(F)F)C)=O)F)[N+](=O)[O-] Methyl-1-{4-fluoro-5-[3-methyl-2,6-dioxo-4-(trifluoromethyl)-3,6-dihydropyrimidin-1(2H)-yl]-2-nitrophenoxy}cyclopropancarboxylat